5-((1-(isoxazole-5-carbonyl)azetidin-3-yl)oxy)isoindolin O1N=CC=C1C(=O)N1CC(C1)OC=1C=C2CNCC2=CC1